prop-2-en-1-yl 4-amino-1-methylpyrrole-2-carboxylate NC=1C=C(N(C1)C)C(=O)OCC=C